8-(Dimethyl-amino)-3-iodo-2-(trifluoromethyl)-4H-pyrido[1,2-a]pyrimidin-4-one CN(C1=CC=2N(C(C(=C(N2)C(F)(F)F)I)=O)C=C1)C